9-(2-naphthyl)-10-phenyl-anthracene C1=C(C=CC2=CC=CC=C12)C=1C2=CC=CC=C2C(=C2C=CC=CC12)C1=CC=CC=C1